1-(3-(6-(difluoromethyl)-3-(4-(trifluoromethyl)phenyl)-1H-pyrazolo[3,4-b]pyridin-1-yl)azetidin-1-yl)-2-fluoroprop-2-en-1-one FC(C1=CC=C2C(=N1)N(N=C2C2=CC=C(C=C2)C(F)(F)F)C2CN(C2)C(C(=C)F)=O)F